C1(=CC=CC=C1)S(=O)(=O)C1=CC=C(C=C1)C1CN(C1)C1=CC=CC=C1CNC(=O)CC=1C(NC(NC1)=O)=O 3-[4-(phenylsulfonyl)phenyl]Azetidinebenzylaminocarbonyl-thymine